NC1=CC2=C(N(C(N2C)=O)C)C=C1C1=CC(=NC(=C1)C)C 5-amino-6-(2,6-dimethylpyridin-4-yl)-1,3-dimethyl-1,3-dihydro-2H-benzo[d]imidazol-2-one